C(C)(C)(C)OC(=O)N/C(/N1CCC(CC1)[C@@H](C(=O)O)NC(=O)OCC1C2=CC=CC=C2C=2C=CC=CC12)=N/C(=O)OC(C)(C)C (2S)-2-{1-[(1Z)-{[(tert-butoxy)carbonyl]amino}({[(tert-butoxy)carbonyl]imino})methyl]piperidin-4-yl}-2-({[(9H-fluoren-9-yl)methoxy]carbonyl}amino)acetic acid